CC1=CC=C(C=C1)S(=O)(=O)N1C=CC2=CC=CC=C12 1-[(4-methylphenyl)sulfonyl]-1H-indole